OC(C)(C)C1=CC=C(C2=CC=C(C=C12)C(C)(C)O)C(C)(C)O 1,4,7-tris(α-hydroxyisopropyl)naphthalene